5-Bromoresorcinol BrC=1C=C(C=C(O)C1)O